BrC1=CC=CC=2N=C(SC21)N2CCN(CC2)C(=O)OC(C)(C)C tert-butyl 4-(7-bromobenzo-[d]thiazol-2-yl)piperazine-1-carboxylate